3-(4,6-bis(3,4-dimethoxystyryl)pyrimidin-2-oxy)propylguanidinium trifluoroacetate FC(C(=O)[O-])(F)F.COC=1C=C(C=CC2=NC(=NC(=C2)C=CC2=CC(=C(C=C2)OC)OC)OCCCNC(=[NH2+])N)C=CC1OC